5-bromo-N,N-diethyl-6-(hydroxymethyl)nicotinamide BrC=1C(=NC=C(C(=O)N(CC)CC)C1)CO